NC1=NC=2N=CC=CC2C2=C1N=CN2CC2=CC(=CC=C2)CN2CCCC2 4-Amino-1-(3-(pyrrolidin-1-ylmethyl)benzyl)-1H-imidazo[4,5-c][1,8]naphthyridine